N-(tert-butyl)-1-((1R,3r,5S)-8-(3-(trifluoromethyl)-1,2,4-oxadiazol-5-yl)-8-azabicyclo[3.2.1]octan-3-yl)piperidine-4-carboxamide hydrochloride salt Cl.C(C)(C)(C)NC(=O)C1CCN(CC1)C1C[C@H]2CC[C@@H](C1)N2C2=NC(=NO2)C(F)(F)F